CS(=O)(=O)C1=CC(=C(C=C1)NCC#CC=1N(C=2C=CC=C(C2C1)NC1CCC(CC1)N1CCCC1)CC(F)(F)F)OC 2-{3-[(4-methanesulfonyl-2-methoxyphenyl)amino]prop-1-yn-1-yl}-N-[(1S,4S)-4-(pyrrolidin-1-yl)cyclohexyl]-1-(2,2,2-trifluoroethyl)-1H-indol-4-amine